[Si](C)(C)(C(C)(C)C)OC\C=C(\C(=O)OCC)/F ethyl (Z)-4-((tert-butyldimethylsilyl)oxy)-2-fluorobut-2-enoate